FC=1C=C(CN2[C@H](CN(CC2)C(=O)OC(C)(C)C)CO)C=CC1OC(F)(F)F tert-butyl (R)-4-(3-fluoro-4-(trifluoromethoxy)benzyl)-3-(hydroxymethyl)piperazine-1-carboxylate